FC1=C(C=C(C(=C1)C)F)CC=1C=2N(C=C(N1)C1=NC(=C(C(=N1)O)C)O)C(=CN2)SC 2-{8-[(2,5-difluoro-4-methylphenyl)methyl]-3-(methylsulfanyl)imidazo[1,2-a]pyrazin-6-yl}-5-methylpyrimidine-4,6-diol